Benzyl 2-((tert-butoxycarbonyl)amino)-5-hydroxy-3,3-dimethylpentanoate C(C)(C)(C)OC(=O)NC(C(=O)OCC1=CC=CC=C1)C(CCO)(C)C